(4-(3-((1H-pyrrolo[2,3-b]pyridin-5-yl)ethynyl)imidazo[1,2-b]pyridazin-6-yl)phenyl)(morpholino)methanone N1C=CC=2C1=NC=C(C2)C#CC2=CN=C1N2N=C(C=C1)C1=CC=C(C=C1)C(=O)N1CCOCC1